C1(C(CC2=CC=C3C(=C12)C=CC=C3)=O)=O benzindandione